1-((1R,3R)-3-(1-isopropyl-3-(6-(trifluoromethyl)pyridin-3-yl)-1H-1,2,4-triazol-5-yl)cyclopentyl)-4-(2-methoxyethyl)piperazine C(C)(C)N1N=C(N=C1[C@H]1C[C@@H](CC1)N1CCN(CC1)CCOC)C=1C=NC(=CC1)C(F)(F)F